C1(CC1)C1=NC2=CC=C(C=C2C(=N1)N1CCC(CC1)C1=C(C=CC=C1)N(C)C)N(CCN1CCOCC1)C {2-Cyclopropyl-4-[4-(2-dimethylamino-phenyl)-piperidin-1-yl]-quinazolin-6-yl}-methyl-(2-morpholin-4-yl-ethyl)-amine